Cl.BrC=1C=C(C=NC1)C=1N=NN(C1)CC1=CC=C2C=C(NC2=C1)CNCC1CCC1 1-(6-((4-(5-bromopyridin-3-yl)-1H-1,2,3-triazol-1-yl)methyl)-1H-indol-2-yl)-N-(cyclobutylmethyl)methylamine hydrochloride